OC1=C(C=2CCCCC2C=C1)C=O 2-hydroxy-5,6,7,8-tetrahydro-1-naphthaldehyde